(RS)-5-[[6-[3-(Difluoromethyl)-4-fluoro-phenyl]pyrazolo[4,3-b]pyridin-1-yl]methyl]oxazolidin-2-one FC(C=1C=C(C=CC1F)C=1C=C2C(=NC1)C=NN2C[C@H]2CNC(O2)=O)F |r|